C(C)(=O)N[C@@H](C(C)(C)S)C(=O)O |r| N-Acetyl-D,L-Penicillamine